C1(=CC=CC=C1)C1=NC(=NC(=C1)C1=CC=CC=C1)NN=CC=1C=C(C(=CC1)O)O 4-((2-(4,6-diphenylpyrimidin-2-yl)hydrazineylidene)methyl)benzene-1,2-diol